ClC1=C(C=CC=C1)C1=CC2=C(N=C(N=C2)NC=2C=NC(=CC2)N2CCOCC2)N2C1=NCC2 6-(2-chlorophenyl)-N-(6-morpholinopyridin-3-yl)-8,9-dihydroimidazo[1',2':1,6]pyrido[2,3-d]pyrimidin-2-amine